1-amino-2-(aminomethyl)-5-(2-boronoethyl)cyclohexane-1-carboxylic acid dihydrochloride Cl.Cl.NC1(C(CCC(C1)CCB(O)O)CN)C(=O)O